FC1=CC=C2C3(CN(C2=C1)C)CCCCC3 6'-fluoro-1'-methylspiro[cyclohexane-1,3'-indoline]